2,2',2'',2'''-((2S,5S,8S,11S)-2,5,8,11-tetraisobutyl-1,4,7,10-tetraazacyclododecane-1,4,7,10-tetrayl)tetraacetic acid C(C(C)C)[C@@H]1N(C[C@@H](N(C[C@@H](N(C[C@@H](N(C1)CC(=O)O)CC(C)C)CC(=O)O)CC(C)C)CC(=O)O)CC(C)C)CC(=O)O